C(C)(C)(C)OC(=O)N1[C@@H](CNCC1)C(=O)O (2S)-1-tert-Butoxycarbonyl-piperazine-2-carboxylic acid